N-((1S,2S,3R)-2,3-dimethyl-3-((6-(1-methyl-1H-pyrazol-4-yl)pyrazolo[1,5-a]pyrazin-4-yl)oxy)cyclobutyl)-N-methylacrylamide C[C@H]1[C@H](C[C@]1(OC=1C=2N(C=C(N1)C=1C=NN(C1)C)N=CC2)C)N(C(C=C)=O)C